ClC=1C=NC(=NC1)NC1CCN(CC1)S(=O)(=O)C=1C=C(CN2CCC(CC2)C2=CC=C3C(=NN(C3=C2F)C)N2C(NC(CC2)=O)=O)C=CC1 1-(6-(1-(3-((4-((5-chloropyrimidin-2-yl)amino)piperidin-1-yl)sulfonyl)benzyl)-piperidin-4-yl)-7-fluoro-1-methyl-1H-indazol-3-yl)dihydropyrimidine-2,4(1H,3H)-dione